2-ethoxy-1,3-dipropenyl-propane ethyl-3,6-dihydropyridine-1(2H)-carboxylate C(C)OC(=O)N1CCC=CC1.C(C)OC(CC=CC)CC=CC